FC=1C(=NC=CC1C=1C=NC=CC1C)C(=O)NC=1SC=C(N1)C 3'-Fluoro-4-methyl-N-(4-methylthiazol-2-yl)-[3,4'-bipyridine]-2'-carboxamide